C(C)(=O)OC1C=CC[C@@](C2=NN=C(C3=C(C=C(C(NC(C1)(C)C)=N3)C(F)(F)F)[N+](=O)[O-])O2)(C(F)(F)F)OCC2=CC=CC=C2 [(6R)-6-benzyloxy-12,12-dimethyl-17-nitro-6,15-bis(trifluoromethyl)-19-oxa-3,4,13,18-tetrazatricyclo[12.3.1.12,5]nonadeca-1(17),2,4,8,14(18),15-hexaen-10-yl] acetate